acetyl-Z-aspartyl-Z-glutamate C(C)(=O)N[C@@H](CC(=O)O)C(=O)N[C@@H](CCC(=O)[O-])C(=O)[O-]